BrCC=1C=C(C=C2C(C=C(OC12)N1CCOCC1)=O)C(=O)N(C)C 8-(bromomethyl)-N,N-dimethyl-2-morpholino-4-oxo-chromene-6-carboxamide